NC(C[C@@H](C(=O)OC(C)(C)C)NC(=O)OCC1=CC=CC=C1)=S tert-butyl (S)-4-amino-2-(((benzyloxy)carbonyl)amino)-4-thioxobutanoate